O1CCN(CC1)C=1C=C(C=C(C1)S(=O)(=O)C1=CC2=CC=CC=C2C=C1)C=1C=NC(=NC1)N 5-(3-morpholino-5-(naphthalen-2-ylsulfonyl)phenyl)pyrimidin-2-amine